2-methyl-2H-pyrazole-3-carboxylic acid (2-methyl-4-o-tolylazophenyl)-amide CC1=C(C=CC(=C1)N=NC1=C(C=CC=C1)C)NC(=O)C=1N(N=CC1)C